COC(CCCCCCCCCCCN(CCCCCCCCCCCCCC)CCC1CCN(CC1)C(CN(CCCCCCCCC)CCN(CCCCCCCCC)CCCCCCCCC)=O)=O Methyl-12-((2-(1-(N-(2-(dinonylamino)ethyl)-N-nonylglycyl)piperidin-4-yl)ethyl)(tetradecyl)amino)dodecanoate